C(C)(C)(C)OC(=O)N1CCC(CC1)C1=CC=C2C3(C=4N(C=5C=CC=C(C5C(N4)=O)Cl)C2=C1)CC(C3)NC.NC3=C(C(=O)N)C=C(C=C3Br)C3=CC=NC=C3 2-amino-3-bromo-5-(pyridin-4-yl)benzamide tert-butyl-4-(4'-chloro-3-(methylamino)-5'-oxo-5'H-spiro[cyclobutane-1,7'-indolo[1,2-a]quinazolin]-10'-yl)piperidine-1-carboxylate